2,6-diaminopiperidine NC1NC(CCC1)N